Ethyl-carbamic acid tert-butyl ester C(C)(C)(C)OC(NCC)=O